2-amino-6-borono-2-(2-(1-(3,4-dichlorobenzyl)piperidin-2-yl)ethyl)hexanoic acid NC(C(=O)O)(CCCCB(O)O)CCC1N(CCCC1)CC1=CC(=C(C=C1)Cl)Cl